CC(C)CC(C(CCCC)=C)OCCC#N 3-((2-methyl-5-methylenenonan-4-yl)oxy)propionitrile